CN(C)C1=CC=C(C=C1)C(=C)C1=CC=CC=C1 (1-[4-(N,N-dimethylamino)phenyl])-1-Phenylethylene